3-methyl-1,5-hexanediol CC(CCO)CC(C)O